(S)-4-(2-(4-(2-Acetyl-5-chlorophenyl)-3-methoxy-6-oxopyridazin-1(6H)-yl)-3-phenyl-Propionamido)benzoic acid magnesium salt [Mg+2].C(C)(=O)C1=C(C=C(C=C1)Cl)C=1C(=NN(C(C1)=O)[C@H](C(=O)NC1=CC=C(C(=O)[O-])C=C1)CC1=CC=CC=C1)OC.C(C)(=O)C1=C(C=C(C=C1)Cl)C=1C(=NN(C(C1)=O)[C@H](C(=O)NC1=CC=C(C(=O)[O-])C=C1)CC1=CC=CC=C1)OC